CN(CCC1=CN(C2=CC=C(C=C12)OC)CCC(C(=O)O)(C)C)C.C(C(C)(C)C)(=O)OC methyl pivalate (3-(2-(dimethylamino)ethyl)-5-methoxy-1H-indol-1-yl)methyl-pivalate